C(C)OC(=O)C1=CC=C(C=C1)N(C=NCC1=CC=CC=C1)C1=CC=C(C=C1)C(=O)OCC bis(4-ethoxycarbonylphenyl)-N'-benzylformamidine